6-(1-(difluoromethyl)-1H-pyrazol-4-yl)-5-((1-methyl-1H-pyrazol-3-yl)methoxy)isoindolin-1-one FC(N1N=CC(=C1)C1=C(C=C2CNC(C2=C1)=O)OCC1=NN(C=C1)C)F